(S)-2-(9-(pyridin-2-yl)-6-oxaspiro[4.5]decan-9-yl)acetonitrile N1=C(C=CC=C1)[C@]1(CCOC2(CCCC2)C1)CC#N